CN1C(C=C(C=C1)NC(=O)[C@H]1NCC1)=O (S)-N-(1-methyl-2-oxo-1,2-dihydropyridin-4-yl)azetidine-2-carboxamide